5,7-dihydropyrrolo[3,4-b]pyridine-6-carboxylic acid tert-butyl ester C(C)(C)(C)OC(=O)N1CC2=NC=CC=C2C1